C(C)(C)OC(=O)C=1N=CN(C1)CC1=CC=C(C=C1)OCC1=CC2=CC=CC=C2C=C1 1-(4-(naphthalen-2-ylmethoxy)benzyl)-1H-imidazole-4-carboxylic acid isopropyl ester